2,4-dichloro-7-methylquinazoline ClC1=NC2=CC(=CC=C2C(=N1)Cl)C